C(C)C=1C(=CC=C2C=C(C=C(C12)C1=C(C=2N=C(N=C(C2C=N1)N1CC(CC1)C(=O)O)OC[C@]12CCCN2C[C@@H](C1)F)F)O)F 1-(7-(8-ethyl-7-fluoro-3-hydroxynaphthalen-1-yl)-8-fluoro-2-(((2R,7aS)-2-fluorotetrahydro-1H-pyrrolizin-7a(5H)-yl)methoxy)pyrido[4,3-d]pyrimidin-4-yl)pyrrolidine-3-carboxylic acid